C(C)(C)(C)OC(=O)N1CC(C1)COC[C@@H](C(=O)N)NC(=O)OCC1=CC=CC=C1.C(C)NC=1N=CC(=C2C=C(N=CC12)C1(CC1)C(=O)N)C=C (8-(ethylamino)-5-vinyl-2,7-naphthyridin-3-yl)cyclopropanecarboxamide tert-butyl-(S)-3-((3-amino-2-(((benzyloxy)carbonyl)amino)-3-oxopropoxy)methyl)azetidine-1-carboxylate